tert-butyl 3-(((trifluoromethyl)sulfonyl)oxy)-2,5-dihydro-1H-pyrrole-1-carboxylate FC(S(=O)(=O)OC=1CN(CC1)C(=O)OC(C)(C)C)(F)F